diethoxy(methyl)silylmethyl carbamate C(N)(OC[Si](C)(OCC)OCC)=O